C(C)OC(=O)C1=C(N=C(S1)NC1=NC(=CC(=N1)C(C)C)NCC1=CC=C(C=C1)S(N)(=O)=O)C 2-[4-isopropyl-6-(4-sulfamoyl-benzylamino)pyrimidin-2-ylamino]-4-methylthiazole-5-carboxylic acid ethyl ester